tert-Butyl (3S)-1-[(2R)-2-[[2-methyl-4-(o-tolyl)-7-quinolyl]oxy]propanoyl]piperidin-3-carboxylat CC1=NC2=CC(=CC=C2C(=C1)C1=C(C=CC=C1)C)O[C@@H](C(=O)N1C[C@H](CCC1)C(=O)OC(C)(C)C)C